2,4-dichloro-7-isopropylimidazo[4,3-f][1,2,4]triazine ClC1=NN2C(C(=N1)Cl)=CN=C2C(C)C